tri-fluoroethyl butyrate C(CCC)(=O)OCC(F)(F)F